C(C)(C)(C)OC(=O)N1CCC(CC1)(O)C1=C(C=CC(=C1)Cl)C(C)(C)O.C(C(=C)C)(=O)OCCC[SiH2]CCCOC gamma-methacryloxypropyl-methoxypropyl-silane tert-butyl-4-[5-chloro-2-(1-hydroxy-1-methyl-ethyl)phenyl]-4-hydroxy-piperidine-1-carboxylate